4-[2-(dimethylamino)ethoxy]bromobenzyl chloride CN(CCOC1=CC=C(C(Br)Cl)C=C1)C